N1(CCCCC1)C(=O)OC1=C(C(=C(C=C1)C(C)(C)C)C(NN)=S)F tert-butyl-[3-(aminothiocarbamoyl)-2-fluoro-phenyl] piperidine-1-carboxylate